2-(8-(((3R)-1-(1-hydroxypropan-2-yl)piperidin-3-yl)amino)pyrido[2,3-d]pyridazin-5-yl)-5-(Trifluoromethyl)phenol OCC(C)N1C[C@@H](CCC1)NC=1N=NC(=C2C1N=CC=C2)C2=C(C=C(C=C2)C(F)(F)F)O